FC1=C(C(=CC=C1F)[N+](=O)[O-])C(C(COCC)=O)C(C)=O 3-(2,3-difluoro-6-nitrophenyl)-1-ethoxypentane-2,4-dione